1-methyl-N-{[(2R)-oxolan-2-yl]methyl}-1H-pyrazol-4-amine CN1N=CC(=C1)NC[C@@H]1OCCC1